C(C1=CC=CC=C1)N1CC(CCC1)C1=CC=NC=2N1N=C(C2C2=CC=NC=C2)CC 7-(1-Benzylpiperidin-3-yl)-2-ethyl-3-(pyridin-4-yl)pyrazolo[1,5-a]pyrimidine